C(C)(C)(C)NCC t-Butylethylamin